2-(5-(2-((1-phenylpyrrolidin-3-yl)amino)pyrimidin-5-yl)-1,3,4-oxadiazol-2-yl)acetic acid C1(=CC=CC=C1)N1CC(CC1)NC1=NC=C(C=N1)C1=NN=C(O1)CC(=O)O